N1NC(C2=CC=CC=C12)=O 1,2-dihydroindazol-3-one